5-bromo-3H-[1,2,3]triazolo[4,5-b]pyridine BrC1=CC=C2C(=N1)NN=N2